benzyl (R)-2-bromo-2-fluoroacetate Br[C@H](C(=O)OCC1=CC=CC=C1)F